NC=1N=CC(=NC1Cl)C=1C=C(C=CC1C([2H])([2H])[2H])[C@](CO)(C(F)F)O (S)-2-(3-(5-amino-6-chloropyrazin-2-yl)-4-(methyl-d3)phenyl)-3,3-difluoropropane-1,2-diol